6',8'-dichloro-1-(2-{1-[(cis)-3-hydroxy-3-methylcyclobutyl]-7-(trifluoromethyl)-1H-1,3-benzimidazol-5-yloxy}ethyl)-1'H,4'H-spiro[piperidine-4,3'-quinolin]-2'-one ClC=1C=C2CC3(C(NC2=C(C1)Cl)=O)CCN(CC3)CCOC3=CC1=C(N(C=N1)C1CC(C1)(C)O)C(=C3)C(F)(F)F